(R)-5-((1H-indazol-4-yl)thio)-6-amino-2-(1-amino-8-azaspiro[4.5]decan-8-yl)-3-methylpyrimidin-4(3H)-one formate C(=O)O.N1N=CC2=C(C=CC=C12)SC=1C(N(C(=NC1N)N1CCC2(CCC[C@H]2N)CC1)C)=O